2-(trifluoro-methyl)pyrimidine-5-ol FC(C1=NC=C(C=N1)O)(F)F